thienylformic acid S1C(=CC=C1)C(=O)O